C12CC(CC(CC1)O2)C(=O)[O-] 8-oxabicyclo[3.2.1]octane-3-carboxylate